C1=CC(=CC=C1C2=CC=C(C=C2)C(=O)O)C(=O)O 4,4-diphenyldicarboxylic acid